C(=O)(OCC1C2=CC=CC=C2C2=CC=CC=C12)NCCCCCCCCN Fmoc-octylenediamine